ClC1=CC=C(C=C1)NCC(=O)C1=CC=CC=C1 N-(4-chlorophenyl)aminoacetophenone